2-(1H-pyrazol-5-yl)-N7-(pyridin-2-ylmethyl)thieno[3,2-b]pyridine-5,7-diamine N1N=CC=C1C1=CC2=NC(=CC(=C2S1)NCC1=NC=CC=C1)N